FC(CNC1=NC=CC(=C1)C=1OC=C(N1)C(=O)N)(F)F 2-[2-(2,2,2-trifluoroethylamino)-4-pyridyl]oxazole-4-carboxamide